(R)-8-(5-Cyclohexylthiazol-2-yl)-9-oxo-hexahydro-1H-pyrazino[1,2-a]pyrazine-2(6H)-carbonitrile C1(CCCCC1)C1=CN=C(S1)N1C([C@@H]2N(CCN(C2)C#N)CC1)=O